FC1=C2C(=CC=3N=C(OC31)CNC([C@@H](C)N(C(OC(C)(C)C)=O)C)=O)CC(C2)C=O tert-butyl N-[(1R)-2-[(8-fluoro-6-formyl-6,7-dihydro-5H-cyclopenta[f][1,3]benzoxazol-2-yl)methylamino]-1-methyl-2-oxo-ethyl]-N-methyl-carbamate